ClC=1N=C(C2=C(N1)N(C=C2I)S(=O)(=O)C2=CC=C(C)C=C2)Cl 2,4-dichloro-5-iodo-7-(p-toluenesulfonyl)-7H-pyrrolo[2,3-d]pyrimidine